Cl.Cl.FC1=C2C=C(N=NC2=CC(=C1)C=1C=CC=2N(N1)C=C(N2)C)C2CCNCC2 5-Fluoro-7-(2-methylimidazo[1,2-b]pyridazin-6-yl)-3-(piperidin-4-yl)cinnoline dihydrochloride